7'-(2-(4,4,5,5-tetramethyl-1,3,2-dioxaborolan-2-yl)phenyl)spiro[cyclohexane-1,9'-fluorene]-2'-carbonitrile CC1(OB(OC1(C)C)C1=C(C=CC=C1)C1=CC=C2C=3C=CC(=CC3C3(C2=C1)CCCCC3)C#N)C